FC1=C(CNC2=NC=C(C=3N2C=NC3C(=O)NC)C3=CC=CC=C3)C=C(C=C1)OC 5-((2-fluoro-5-methoxybenzyl)amino)-N-methyl-8-phenylimidazo[1,5-c]pyrimidine-1-carboxamide